OC1=C(C=CC=C1C(C)C)C(C(=O)NC)CC (2-hydroxy-3-isopropylphenyl)-N-methylbutyramide